Methyl (4-(4-((tert-butoxycarbonyl)amino)phenyl)thiazole-2-carbonyl)-L-seryl-L-serinate C(C)(C)(C)OC(=O)NC1=CC=C(C=C1)C=1N=C(SC1)C(=O)N[C@@H](CO)C(=O)N[C@@H](CO)C(=O)OC